tert-butyl (2S,4R)-4-(2-(4-cyclopropylphenyl)acetamido)-2-methylpyrrolidine-1-carboxylate C1(CC1)C1=CC=C(C=C1)CC(=O)N[C@@H]1C[C@@H](N(C1)C(=O)OC(C)(C)C)C